FC=1C(=C(C=CC1)NC(CC(C)=O)=O)OC N-(3-fluoro-2-methoxy-phenyl)-3-oxo-butyramide